2-((3-((1S,2r)-2-hydroxy-2-methylcyclobutoxy)-1-(methyl-d3)-1H-pyrazol-4-yl)amino)-7-((S)-1-methoxypropane-2-yl)-7H-pyrrolo[2,3-d]pyrimidine-6-carbonitrile O[C@]1([C@H](CC1)OC1=NN(C=C1NC=1N=CC2=C(N1)N(C(=C2)C#N)[C@H](COC)C)C([2H])([2H])[2H])C